OCC=1OC=CC1B(O)O 2-(HYDROXYMETHYL)FURAN-3-YLBORONIC ACID